NC1=CC=C(C=N1)CC(=O)NC=1C=C(C=C(C1)C(F)(F)F)NC(=O)[N-]C1=C[N+](=NO1)CC1=NC=CC=C1 ((3-(2-(6-Aminopyridin-3-yl)acetamido)-5-(trifluoromethyl)phenyl)carbamoyl)(3-(pyridin-2-ylmethyl)-1,2,3-oxadiazol-3-ium-5-yl)amide